NC1=NOC2=C1C(=CC=C2)OC=2C=C(C=CC2)NC(=O)NC2=CC(=CC=C2)OC(F)(F)F 1-(3-((3-Aminobenzo[d]isoxazol-4-yl)oxy)phenyl)-3-(3-(trifluoromethoxy)phenyl)urea